methyl(1H-pyrazol-4-yl)-2-pyridylamine CN(C1=NC=CC=C1)C=1C=NNC1